[Zr].[Pt].[Ti] titanium-platinum-zirconium